ClC=1C=C(C=CC1F)NC1N(C(=NC(=N1)N)N1CCOCC1)C1=CC(=C(C=C1)C)C N-(3-Chloro-4-fluorophenyl)-N1-(3,4-dimethylphenyl)-6-morpholin-4-yl-[1,3,5]triazine-2,4-diamine